4-(6-(1H-pyrazol-5-yl)pyridin-3-yl)piperazine-1-carboxylic acid benzyl ester C(C1=CC=CC=C1)OC(=O)N1CCN(CC1)C=1C=NC(=CC1)C1=CC=NN1